C1(=CC=CC=C1)[B-](C1=CC=CC=C1)(C1=CC=CC=C1)C1=CC=CC=C1.C(C)(C)(C)[PH+](C1=CC(=CC(=C1)CC)CC)C(C)(C)C di-(tert-butyl)(3,5-diethylphenyl)phosphonium tetraphenylborate